ClC1=CC(=CC=2CN(CCOC21)CC2=CC(=NC=C2)CN)N2C=CC1=CC(=CC=C21)F 1-(4-{[9-chloro-7-(5-fluoroindol-1-yl)-3,5-dihydro-2H-1,4-benzoxazepin-4-yl]methyl}pyridin-2-yl)methanamine